COC(=O)C1=NC=C(N=C1)NN.BrCCNC1=C2CN(C(C2=CC=C1)=O)C1C(NC(CC1)=O)=O 3-(4-((2-bromoEthyl)amino)-1-oxoisoindolin-2-yl)piperidine-2,6-dione Methyl-5-hydrazinopyrazine-2-carboxylate